methyl 3-(4-((N-cyclopropyl-3-oxo-3,4-dihydro-2H-benzo[b][1,4]oxazine-7-carboxamido)methyl)benzamido)benzoate C1(CC1)N(C(=O)C=1C=CC2=C(OCC(N2)=O)C1)CC1=CC=C(C(=O)NC=2C=C(C(=O)OC)C=CC2)C=C1